FC(C(=O)O)(F)F.NC1CCC(CCC1)SCC1=NC2=C(C=CC=C2C(N1)=O)C 2-(((4-aminocycloheptyl)thio)methyl)-8-methylquinazolin-4(3H)-one trifluoroacetate salt